C(C#CC)(=O)NC=1C=C(C=CC1)N1N=C(C(=C1)C1=CC(=C(C(=O)N)C=C1)OC)F 4-(1-(3-(but-2-ynamido)phenyl)-3-fluoro-1H-pyrazol-4-yl)-2-methoxybenzamide